5-(2-ethoxy-5-((3-((3-hydroxypropyl)amino)azetidin-1-yl)sulfonyl)phenyl)-1-methyl-3-propyl-1,6-dihydro-7H-pyrazolo[4,3-d]pyrimidin-7-one C(C)OC1=C(C=C(C=C1)S(=O)(=O)N1CC(C1)NCCCO)C=1NC(C2=C(N1)C(=NN2C)CCC)=O